3-fluoro-2-(1-(4-fluorophenyl)-1-hydroxybutyl)phenol FC=1C(=C(C=CC1)O)C(CCC)(O)C1=CC=C(C=C1)F